N-[2-chloro-4-fluoro-3-(6-oxo-4-{6-[2-(2,2,2-trifluoroethoxy)ethoxy]pyridin-3-yl}-1,6-dihydropyrimidin-2-yl)benzyl]isobutyramide ClC1=C(CNC(C(C)C)=O)C=CC(=C1C=1NC(C=C(N1)C=1C=NC(=CC1)OCCOCC(F)(F)F)=O)F